C[C@H]1[C@@H](C[C@H]([C@@H](O1)O[C@H](C)CCCCCCC(=O)O)O)OC(=O)C2=CNC3=CC=CC=C32 The molecule is a 4-O-(1H-indol-3-ylcarbonyl)ascaroside derived from (8R)-8-hydroxynonanoic acid. It is a metabolite of the nematode Caenorhabditis elegans. It has a role as a Caenorhabditis elegans metabolite. It is a 4-O-(1H-indol-3-ylcarbonyl)ascaroside, a monocarboxylic acid and an (omega-1)-hydroxy fatty acid ascaroside. It derives from an (8R)-8-hydroxynonanoic acid and an ascr#10.